5-hydroxy-dihydroindole-pyruvate OC=1C=C2CC(NC2=CC1)CC(C(=O)[O-])=O